C1(CC1)C1=C(C(=NO1)C1=C(C=NC=C1Cl)Cl)C1=CC2(C1)CCN(CC2)C=2C(=NC1=CC=CC=C1C2OCCO)C(=O)O (2-(5-cyclopropyl-3-(3,5-dichloropyridin-4-yl)isoxazol-4-yl)-7-azaspiro[3.5]non-1-en-7-yl)-4-(2-hydroxyethoxy)quinoline-2-carboxylic acid